FC=1C=C(C=CC1)N1CCC(CC1)(O)C#C[Si](C)(C)C 1-(3-fluorophenyl)-4-((trimethylsilyl)ethynyl)piperidin-4-ol